(N-phenyl)-3-aminopropyltrimethoxysilane C1(=CC=CC=C1)NCCC[Si](OC)(OC)OC